O1CCN(CC1)C=1N=C(C2=C(N1)N(CC2)C2=CC=CC=C2)C2CN(C2)C(=O)OC(C)(C)C tert-butyl 3-(2-morpholino-7-phenyl-6,7-dihydro-5H-pyrrolo[2,3-d]pyrimidin-4-yl)azetidine-1-carboxylate